C1NCCC2=CC(=CC=C12)N1C(NC(CC1)=O)=O (1,2,3,4-tetrahydroisoquinolin-6-yl)dihydropyrimidine-2,4(1H,3H)-dione